BrCCSC1=CC=C(C=C1)C=1C(=NC=CN1)NC1=CC=C(C=C1)C(F)(F)F 3-[4-(2-bromoethylsulfanyl)phenyl]-N-[4-(trifluoromethyl)phenyl]pyrazin-2-amine